tert-butyl (S)-5-amino-4-(4-fluoro-5-(((2R,3S)-3-((4-methoxy-4-methylcyclohexyl)amino)tetrahydro-2H-pyran-2-yl)methyl)-1-oxoisoindolin-2-yl)-5-oxopentanoate NC([C@H](CCC(=O)OC(C)(C)C)N1C(C2=CC=C(C(=C2C1)F)C[C@H]1OCCC[C@@H]1NC1CCC(CC1)(C)OC)=O)=O